behenyl valinate esylate S(=O)(=O)(O)CC.N[C@@H](C(C)C)C(=O)OCCCCCCCCCCCCCCCCCCCCCC